C(N)(OS(=O)(=O)C1=C(N=C(S1)C(C(C)C)C)C1=CC=C(C=C1)CN1C(=NC=C1)C(C)(C)C)=O methyl((4-(4-((2-(tert-butyl)-1H-imidazol-1-yl)methyl)phenyl)-2-isobutylthiazol-5-yl)sulfonyl) carbamate